[C@@H]1([C@H](C1)CO)CO |o1:0,1| [(1R or S,2S or R)-cyclopropane-1,2-diyl]dimethanol